BrC=1[C-](C=CC1)C(C)C.[CH-]1C=CC=C1.[Fe+2] bromoisopropylferrocene